BrC=1C(=C(C=CC1)N1N=C(C=C1CO)C)F (1-(3-bromo-2-fluorophenyl)-methyl-1H-pyrazol-5-yl)methanol